ClC1=CC=C(CN2N=C3C(CN(CC3)C(=O)OC(C)(C)C)C2=O)C=C1 tert-Butyl 2-(4-chlorobenzyl)-3-oxo-2,3,3a,4,6,7-hexahydro-5H-pyrazolo[4,3-c]pyridine-5-carboxylate